BrC=1C(=NC(=NC1)NC=1C=C(C=CC1)NC(=O)N1CCCC1)NCCC1=CN=CN1 N-[3-[[5-Bromo-4-[[2-(1H-imidazol-5-YL)ethyl]amino]-2-pyrimidinyl]amino]phenyl]-1-pyrrolidinecarboxamide